4-methyl-1-pentene-1,5-sultone CC1CC=CS(=O)(=O)OC1